tri-n-butylmonoethylammonium hydrogen carbonate C(O)([O-])=O.C(CCC)[N+](CC)(CCCC)CCCC